dibenzyl-oxamide C(C1=CC=CC=C1)NC(C(NCC1=CC=CC=C1)=O)=O